FC1(CN(C1)C1=CC2=C(C=C(O2)C(=O)OC)C=C1)C methyl 6-(3-fluoro-3-methylazetidin-1-yl)-1-benzofuran-2-carboxylate